3-ethyl-3-methyl-1,4-dihydroquinolin-2-one C(C)C1(C(NC2=CC=CC=C2C1)=O)C